ClC=1SC2=C(N1)C=C(C=C2)I 2-Chloro-5-iodobenzothiazole